N-(4'-hydroxy-(E)-cinnamoyl)-5-hydroxyanthranilic acid OC1=CC=C(/C=C/C(=O)NC=2C(C(=O)O)=CC(=CC2)O)C=C1